bi(1,2,4-triazole) N1=NC(N=C1)=C1N=NC=N1